3-amino-N-{2-[4-amino-3-(difluoromethyl)-3-methylpyrrolidin-1-yl]-5,6,7,8-tetrahydroquinolin-6-yl}-5-fluoro-6-methylthieno[2,3-b]pyridine-2-carboxamide NC1=C(SC2=NC(=C(C=C21)F)C)C(=O)NC2CC=1C=CC(=NC1CC2)N2CC(C(C2)N)(C)C(F)F